2-tert-butyl-7-(3-methylpyridin-2-yl)-5,7-diazaspiro[3.4]octane-6,8-dione C(C)(C)(C)C1CC2(C1)NC(N(C2=O)C2=NC=CC=C2C)=O